OC=1C=C(C=CC1O)N1C=CC=C1 1-(3,4-dihydroxyphenyl)-pyrrole